FC=1C=C(C=C(C1)F)C1CC=NN1C(=O)C1CCN(CC1)C1=NC=NC(=N1)C#CC(C)(C)O (5-(3,5-difluorophenyl)-4,5-dihydro-1H-pyrazol-1-yl)(1-(4-(3-hydroxy-3-methylbut-1-yn-1-yl)-1,3,5-triazin-2-yl)piperidin-4-yl)methanone